2-(4,4,5,5-tetramethyl-1,3,2-dioxaborolan-2-yl)-4-(trifluoromethyl)benzonitrile CC1(OB(OC1(C)C)C1=C(C#N)C=CC(=C1)C(F)(F)F)C